FC=1C(=C(C=CC1)NC1=C2C(=NC(=C1)NC1=NC=C(C#N)C=C1)NN(C2=O)C)OC 6-((4-((3-fluoro-2-methoxyphenyl)amino)-2-methyl-3-oxo-2,3-dihydro-1H-pyrazolo[3,4-b]pyridin-6-yl)amino)nicotinonitrile